Cl.ClC=1C(=CC(=NC1)C1=NC2=CC=C(C=C2C(N1)=O)OCCCC1=CC=NC=C1)C(F)(F)F 2-[5-chloro-4-(trifluoromethyl)-2-pyridinyl]-6-[3-(4-pyridinyl)propoxy]-3H-quinazolin-4-one hydrochloride